3,3',5,5'-tetramethyl-4,4'-diaminodiPhenylmethane CC1=CC(=CC(=C1N)C)CC2=CC(=C(C(=C2)C)N)C